ClC1=C(C(=NN1C)C1=NOC(=C1)C)CN1CC2(CC(C2)NCCC(C)(C)C)CC1 (2s,4r)-6-((5-Chloro-1-methyl-3-(5-methylisoxazol-3-yl)-1H-pyrazol-4-yl)methyl)-N-(3,3-dimethylbutyl)-6-azaspiro[3.4]octan-2-amine